3,5-dihydroxypentanoic acid OC(CC(=O)O)CCO